2-amino-5-bromo-N-(6-(3-hydroxy-3-methylbut-1-ynyl)pyrimidin-4-yl)nicotinamide NC1=C(C(=O)NC2=NC=NC(=C2)C#CC(C)(C)O)C=C(C=N1)Br